COC1=NC=C(C=C1NS(=O)(=O)C)C=1C=C2C(=NC=NC2=CC1)NC(C)C1=CC=CC=C1 N-(2-methoxy-5-(4-((1-phenylethyl)amino)quinazolin-6-yl)pyridin-3-yl)methanesulfonamide